[N+](=O)([O-])[O-].[Sr+2].[N+](=O)([O-])[O-] strontium nitrate salt